B(C1=CC=C(C=C1)S(=O)(=O)NC2=CC(=CC=C2)Cl)(O)O 4-(N-(3-CHLOROPHENYL)SULFAMOYL)PHENYLBORONIC ACID